2-[2-(4-fluoro-2-methyl-phenoxy)-4-methyl-5-(trifluoromethyl)-3-pyridyl]-4-oxo-1H-1,6-naphthyridine-5-carboxamide FC1=CC(=C(OC2=NC=C(C(=C2C=2NC=3C=CN=C(C3C(C2)=O)C(=O)N)C)C(F)(F)F)C=C1)C